methyl (3R)-3-amino-3-[[3-(4-chlorobenzoyl)-4,5-dimethylthiophen-2-yl]carbamoyl]propanoate N[C@H](CC(=O)OC)C(NC=1SC(=C(C1C(C1=CC=C(C=C1)Cl)=O)C)C)=O